N-(2,1,3-benzothiadiazol-4-yl)-1H-pyrrolo[3,2-H]quinoline-3-sulfonamide N=1SN=C2C1C=CC=C2NS(=O)(=O)C2=CNC1=C2C=CC=2C=CC=NC12